C[C@@H]([C@@H](C(=O)NCCCC[C@@H](C(=O)O)N)NC(=O)/C(=N\\OC(C)(C)C(=O)O)/C1=CSC(=N1)N)NS(=O)(=O)O The molecule is an L-lysine derivative obtained from nucleophilic cleavage of the beta-lactam ring of aztreonam by the epsilon-amino group of the L-lysine molecule. It contains an aztreonyl group. It derives from an aztreonam.